CN(C(=O)[C@]1(OC2=C(C1)C=C(C(=C2)N2CCOCC2)NC(=O)C=2C=NN1C2N=CC=C1)C)C (S)-N-(2-(dimethylcarbamoyl)-2-methyl-6-morpholino-2,3-dihydrobenzofuran-5-yl)pyrazolo[1,5-a]pyrimidine-3-carboxamide